C1(=CC=C(C=C1)[P](C1=CC=C(C=C1)C1=CC=CC=C1)=O)C1=CC=CC=C1 bis([1,1'-biphenyl]-4-yl)phosphorus oxide